N-[(2S)-1-(4-{[5-(3-methyl-1,2-oxazol-5-yl)thiophen-2-yl]sulfonyl}piperazin-1-yl)propan-2-yl]-7-(pyridin-4-yl)thieno[3,2-d]pyrimidin-4-amine CC1=NOC(=C1)C1=CC=C(S1)S(=O)(=O)N1CCN(CC1)C[C@H](C)NC=1C2=C(N=CN1)C(=CS2)C2=CC=NC=C2